Diethylsilane C(C)[SiH2]CC